5-methyl-2-(4-(3-(trifluoromethyl)benzyl)pyridin-2-yl)-2,5,6,7-tetrahydro-4H-[1,2,3]triazolo[4,5-c]pyridin-4-one CN1C(C=2C(CC1)=NN(N2)C2=NC=CC(=C2)CC2=CC(=CC=C2)C(F)(F)F)=O